CC(C(=O)OCC(C(C(COC(C(=C)C)=O)(F)F)(F)F)(F)F)=C 2,2,3,3,4,4-hexafluoropentane-1,5-diyl bis(2-methylacrylate)